C(C1=CC=CC=C1)N1C(C=CC=C1)C N-benzyl-picoline